C(C1=CC=CC=C1)OC(=O)N1CC2(C1)CC(C2)N2N=C(C=C2C)N2C(C[C@@H](CC2)OCC=C)(C)C.C(=C)OCCCCOC(CCC(=O)OCCCCOC=C)=O.C(CCC(=O)O)(=O)O succinic acid bis[4-(vinyloxy)butyl]succinate benzyl-(R)-6-(3-(4-(allyloxy)-2,2-dimethylpiperidin-1-yl)-5-methyl-1H-pyrazol-1-yl)-2-azaspiro[3.3]heptane-2-carboxylate